1,2-diamino-5-methoxy-4-(methoxycarbonyl)pyridine NN1C(C=C(C(=C1)OC)C(=O)OC)N